NC1=NC=CC=2N1C(=NC2C2CN(CC2)CC#CC)C2=CC=C(C(=O)NC1=NC=CC(=C1)OC)C=C2 4-(5-amino-1-(1-(but-2-ynyl)pyrrolidin-3-yl)imidazo[1,5-c]Pyrimidin-3-yl)-N-(4-methoxypyridin-2-yl)benzamide